4-methyl-1,3-bis(trimethylsilyl)-imidazole-2-thione CC=1N(C(N(C1)[Si](C)(C)C)=S)[Si](C)(C)C